CC1=CC=C(C=C1)S(=O)(=O)O.ClC=1C=C(C=CC1C#N)C1N(CCC(C1)C)C(=O)NC\C=C\S(=O)(=O)C (E)-2-(3-chloro-4-cyanophenyl)-4-methyl-N-(3-(methylsulfonyl)allyl)piperidine-1-carboxamide p-toluenesulfonate